ClC1=C(C=2N=C(NC(C2C(=N1)O[C@@H](C)[C@@H]1[C@@H]2CC[C@H](CN1)N2C(=O)OC(C)(C)C)=O)SC)Cl tert-butyl (1S,2S,5R)-2-((S)-1-((7,8-dichloro-2-(methylthio)-4-oxo-3,4-dihydropyrido[4,3-d]pyrimidin-5-yl)oxy)ethyl)-3,8-diazabicyclo[3.2.1]octane-8-carboxylate